Methyl 2-(benzyl(tert-butoxycarbonyl)amino)-6-(2-chloro-4-methylphenyl)-1H-benzo[d]imidazole-4-carboxylate C(C1=CC=CC=C1)N(C1=NC2=C(N1)C=C(C=C2C(=O)OC)C2=C(C=C(C=C2)C)Cl)C(=O)OC(C)(C)C